3-(9-((4-(aminomethyl)phenyl)carbamoyl)-4,5-dihydrobenzo[b]thieno[2,3-d]oxepin-8-yl)-6-(cyclooctylcarbamoyl)picolinic acid NCC1=CC=C(C=C1)NC(=O)C1=CC2=C(OCCC3=C2SC=C3)C=C1C=1C(=NC(=CC1)C(NC1CCCCCCC1)=O)C(=O)O